5-[2-fluoro-6-hydroxy-4-[[(6-oxo-1H-pyridin-2-yl)amino]methyl]phenyl]-1,1-dioxo-1,2,5-thiadiazolidin-3-one FC1=C(C(=CC(=C1)CNC=1NC(C=CC1)=O)O)N1CC(NS1(=O)=O)=O